1,2-dibenzoyl-sn-glycerol C(C1=CC=CC=C1)(=O)OC[C@@H](OC(C1=CC=CC=C1)=O)CO